6-(2-((R)-1-(4-chlorobenzyl)-3-((R or S)-2-(trifluoromethyl)oxetan-2-yl)pyrrolidin-3-yl)ethyl)nicotinonitrile ClC1=CC=C(CN2C[C@@](CC2)([C@@]2(OCC2)C(F)(F)F)CCC2=NC=C(C#N)C=C2)C=C1 |o1:11|